O1CC(C=CC1)=O pyran-3(6H)-one